FC1=CC=C(C(=O)N2C(C=3N(CC2)C(=NC3NC(CCC(=O)O)=O)C3=NC(=NS3)C)C)C=C1 2-((7-(4-Fluorobenzoyl)-8-methyl-3-(3-methyl-1,2,4-thiadiazol-5-yl)-5,6,7,8-Tetrahydroimidazo[1,5-a]pyrazin-1-yl)amino)-2-oxoethylacetic acid